C1(=CC=CC=C1)C1=C(C2=C(OC3=C2C=CC=C3)C=C1)C1=C(C(=C(C=C1)C1=C(C(=CC=3C2=CC=CC=C2CC13)C)C)C1=C(C(=CC=3C2=CC=CC=C2CC13)C)C)C1=NN=NC=C1 (phenyl)[bis(dimethylfluorenyl)triazinylphenyl]dibenzofuran